FC1=CC=C2C=C(N(C2=C1)C1=NC=CC=C1)C=1C2(C3=CC=CC=C3C1)CCC2 6-Fluoro-1-(pyridin-2-yl)-2-(spiro[cyclobutane-1,1'-inden]-2'-yl)-1H-indole